4-(6-(2,2-dichloro-3-(1-(6-(4-hydroxyphenyl)naphthalen-2-yl)ethyl)cyclopropyl)naphthalen-2-yl)phenol ClC1(C(C1C(C)C1=CC2=CC=C(C=C2C=C1)C1=CC=C(C=C1)O)C=1C=C2C=CC(=CC2=CC1)C1=CC=C(C=C1)O)Cl